4-(Difluoro(phenyl)methyl)-6-(piperazin-1-yl)-2-(pyridin-2-yl)pyrimidine FC(C1=NC(=NC(=C1)N1CCNCC1)C1=NC=CC=C1)(C1=CC=CC=C1)F